S1C(=NC2=C1C=C1C(=C2)OCCO1)NC([C@H](C)N1C[C@@H](C(CC1)(F)F)C1=CC=[N+](C=C1)[O-])=O 4-((S)-1-((S)-1-((6,7-dihydro-[1,4]dioxino[2',3':4,5]benzo[1,2-d]thiazol-2-yl)amino)-1-oxopropan-2-yl)-4,4-difluoropiperidin-3-yl)pyridine 1-oxide